methyl 6-chloro-1-ethyl-1-methyl-1,3-dihydrofuro[3,4-c]pyridine-4-carboxylate ClC1=CC2=C(C(=N1)C(=O)OC)COC2(C)CC